2-[1-[4-(aminomethyl)phenyl]-5-cyclopropylpyrazol-3-yl]propan-2-ol NCC1=CC=C(C=C1)N1N=C(C=C1C1CC1)C(C)(C)O